C(C)(SC[C@H]1O[C@H]([C@@H]2OC(O[C@@]21C)(C)C)N2C=CC1=C2N=CN=C1N(C(=O)OC(C)(C)C)C(=O)OC(C)(C)C)=O S-(((3aS,4S,6R,6aR)-6-(4-(N,N-di(tert-butoxycarbonyl))amino-7H-pyrrolo[2,3-d]pyrimidin-7-yl)-2,2,3a-trimethyltetrahydrofuro[3,4-d][1,3]dioxol-4-yl)methyl) ethanethioate